4-amino-N'-(bicyclo[1.1.1]pentane-1-carbonyl)-7-fluoro-1-methyl-N-((5-(trifluoromethyl)pyridin-2-yl)methyl)-1H-pyrazolo[4,3-c]quinoline-8-carbohydrazide NC1=NC=2C=C(C(=CC2C2=C1C=NN2C)C(=O)N(NC(=O)C21CC(C2)C1)CC1=NC=C(C=C1)C(F)(F)F)F